4,4-bis(ethylsulfanyl)-1-(pyridin-2-yl)-3-(trifluoromethyl)but-3-en-1-one C(C)SC(=C(CC(=O)C1=NC=CC=C1)C(F)(F)F)SCC